ClC=1C=C(C=CC1)N1N=CC(=C1)[C@@H](C(=O)NC1=NNC(=C1)C1C(C1)(F)F)C (S)-2-(1-(3-chlorophenyl)-1H-pyrazol-4-yl)-N-(5-(2,2-difluorocyclopropyl)-1H-pyrazol-3-yl)propanamide